tert-butyl ((1-(2-(2-(2,4-dimethylthiazol-5-yl)phenyl)-3-methylimidazo[1,2-a]pyridine-7-carbonyl)-3-hydroxypyrrolidin-3-yl)methyl)carbamate CC=1SC(=C(N1)C)C1=C(C=CC=C1)C=1N=C2N(C=CC(=C2)C(=O)N2CC(CC2)(O)CNC(OC(C)(C)C)=O)C1C